OCC1N(CCNC1)C=1C2=C(N=C(N1)OCCCN1CCOCC1)CN(CC2)C2=CC(=CC1=CC=CC=C21)O 4-[4-[2-(hydroxymethyl)piperazin-1-yl]-2-(3-morpholinopropoxy)-6,8-dihydro-5H-pyrido[3,4-d]pyrimidin-7-yl]naphthalen-2-ol